4'-benzyloxy-3',5,6,7,8-pentamethoxyflavone C(C1=CC=CC=C1)OC1=C(C=C(C=2OC3=C(C(=C(C(=C3C(C2)=O)OC)OC)OC)OC)C=C1)OC